FC(C1=NC(=NO1)C=1C=C2CC[C@H](C2=CC1)NC(=O)N1CCN(CC1)C)F (R)-N-(5-(5-(difluoromethyl)-1,2,4-oxadiazol-3-yl)-2,3-dihydro-1H-inden-1-yl)-4-methylpiperazine-1-carboxamide